1-[(5-methyl-1H-pyrrol-2-yl)methyl]-2'-(quinolin-3-yl)-5',6'-dihydrospiro[azetidine-3,4'-pyrrolo[1,2-b]pyrazole] CC1=CC=C(N1)CN1CC2(CCN3N=C(C=C32)C=3C=NC2=CC=CC=C2C3)C1